5-(benzo[b]thiophen-3-yl)-3-methylenedihydrofuran-2(3H)-one S1C2=C(C(=C1)C1CC(C(O1)=O)=C)C=CC=C2